methyl (S)-2-amino-4-((((1R,2R,3S,4R)-2,3-dihydroxy-4-(4-(methylamino)-7H-pyrrolo[2,3-d]pyrimidin-7-yl)cyclopentyl)methyl)(3-((3-phenoxyphenethyl)amino)propyl)amino)butanoate N[C@H](C(=O)OC)CCN(CCCNCCC1=CC(=CC=C1)OC1=CC=CC=C1)C[C@@H]1[C@H]([C@H]([C@@H](C1)N1C=CC2=C1N=CN=C2NC)O)O